1-[2-(2-fluorobenzyl)pyrrolidin-1-yl]{1-methyl-3-[(2,2-difluoropropoxy)methyl]-1H-pyrazol-4-yl}methanone FC1=C(CC2N(CCC2)C(=O)C=2C(=NN(C2)C)COCC(C)(F)F)C=CC=C1